4-(methylthio)-N-(2-(piperidin-1-yl)phenyl)benzenesulfonamide CSC1=CC=C(C=C1)S(=O)(=O)NC1=C(C=CC=C1)N1CCCCC1